tert-butyl N-[(3S,4R)-1-carbamoyl-4-[(4-ethenylphenyl)methoxy]pentan-3-yl]carbamate C(N)(=O)CC[C@@H]([C@@H](C)OCC1=CC=C(C=C1)C=C)NC(OC(C)(C)C)=O